N1C(=NC2=C1C=CC=C2)CNC2=NC(=NC=1N2N=CC1C(C)C)N1C[C@@H](OCC1)C N-(1H-benzimidazol-2-ylmethyl)-2-[(2S)-2-methylmorpholin-4-yl]-8-(propan-2-yl)pyrazolo[1,5-a][1,3,5]triazin-4-amine